7-ethoxy-N-(6-(3-ethyl-5-methylpiperazin-1-yl)pyridazin-3-yl)-2-methylimidazo[1,2-a]pyridine-6-carboxamide C(C)OC1=CC=2N(C=C1C(=O)NC=1N=NC(=CC1)N1CC(NC(C1)C)CC)C=C(N2)C